1,2-dimethyl-sulfonyloxyethane CS(=O)(=O)OCCOS(=O)(=O)C